N[C@H]1[C@@H](CCCC1)N cis-(trans-R,R-1,2-diaminocyclohexane)